tert-butyl (5-bromo-[1,2,4]triazolo[1,5-a]pyridin-2-yl)carbamate BrC1=CC=CC=2N1N=C(N2)NC(OC(C)(C)C)=O